CC1=NNC=2N=C(N(C(C21)=O)C)N2CC1(CN(C1)C1=CC(=NC=C1)C(F)(F)F)CC2 3,5-dimethyl-6-(2-(2-(trifluoromethyl)pyridin-4-yl)-2,6-diazaspiro[3.4]octan-6-yl)-1,5-dihydro-4H-pyrazolo[3,4-d]pyrimidin-4-one